IC=1[C@]2(C)[C@@H](CC1)[C@@H]1CC=C3C[C@H](CC[C@]3(C)[C@H]1CC2)O 17-iodo-androst-5,16-dien-3β-ol